ClC=1C(=CC=C2C=CNC12)F 7-chloro-6-fluoro-1H-indole